4-formylpyrrolidine-1-carboxylate C(=O)C1CCN(C1)C(=O)[O-]